C(C)OC(CN1N=C(C=C1C1CC1)C1CC1)=O.ClC1=C(C=CC(=C1)C(F)(F)F)NC(=O)C1(CCC1)N1N=CC(=C1)C1=CC=C(C=C1)N1CCC(CC1)CN1CCNCC1 N-(2-chloro-4-(trifluoromethyl)phenyl)-1-(4-(4-(4-(piperazin-1-ylmethyl)piperidin-1-yl)phenyl)-1H-pyrazol-1-yl)cyclobutane-1-carboxamide ethyl-2-(3,5-dicyclopropylpyrazol-1-yl)acetate